ethyl (2-mercaptonicotinoyl)glycylglycinate SC1=C(C(=O)NCC(=O)NCC(=O)OCC)C=CC=N1